N1=C(C=CC=C1)CCC1(NC(=NC(=N1)N)C1=CC=C2C=NN(C2=C1)C1OCCCC1)N 2-[2-(2-pyridyl)ethyl]-6-(1-tetrahydropyran-2-ylindazol-6-yl)-1,3,5-triazine-2,4-diamine